(R)-1-(7-(3,4-Dichlorobenzoyl)-8-methyl-3-(3-methyl-1,2,4-thiadiazol-5-yl)-5,6,7,8-Tetrahydroimidazo[1,5-a]pyrazin-1-yl)pyrrolidin-2-one ClC=1C=C(C(=O)N2[C@@H](C=3N(CC2)C(=NC3N3C(CCC3)=O)C3=NC(=NS3)C)C)C=CC1Cl